3H-Purin-6-amine N1=CNC2=NC=NC2=C1N